ClC=1C(=CC=C2N=CC(=NC12)C=1C=NN(C1)C(C(C)C)O)OC=1C=CC2=C(NC(=N2)C)C1F (4-{8-chloro-7-[(7-fluoro-2-methyl-1H-1,3-benzodiazol-6-yl)oxy]quinoxalin-2-yl}-1H-pyrazol-1-yl)-2-methylpropan-1-ol